N1(CCNCC1)CCN1CCS(CC1)(=O)=O 4-(2-piperazin-1-ylethyl)-1,4-thiazinane 1,1-dioxide